2-(2-((R)-1-(1-(4-chlorophenyl)cyclopropyl)-3-((R or S)-2-(trifluoromethyl)oxetan-2-yl)pyrrolidin-3-yl)ethyl)-5-(methylsulfonyl)pyridine ClC1=CC=C(C=C1)C1(CC1)N1C[C@@](CC1)([C@@]1(OCC1)C(F)(F)F)CCC1=NC=C(C=C1)S(=O)(=O)C |o1:15|